C(C)OC=1C=C(C=CC1OC)C(CS(=O)(=O)C)O 1-(3-ethoxy-4-methoxyphenyl)-2-(methylsulfonyl)ethanol